3-(2,4-dimethoxyphenyl)acrylamide COC1=C(C=CC(=C1)OC)C=CC(=O)N